C(CC(O)(C(=O)OC(C)(C(C)C)C)CC(=O)OC(C)(C(C)C)C)(=O)OC(C)(C(C)C)C tri(2,3-dimethyl-2-butyl) citrate